N[C@@H](C(C)C)C(=O)OCCCC(=O)O gamma-((L-valyl)oxy)butyric acid